N-(1'-(3-((3-fluoropyrrolidin-1-yl)sulfonyl)benzoyl)spiro[cyclohexane-1,3'-indoline]-5'-yl)methanesulfonamide FC1CN(CC1)S(=O)(=O)C=1C=C(C(=O)N2CC3(C4=CC(=CC=C24)NS(=O)(=O)C)CCCCC3)C=CC1